C1=CC(=CC=2OC3=C(C21)C=CC=C3)C3=NC=CC=C3C#C 2-(dibenzo[b,d]furan-3-yl)-3-ethynylpyridine